1-(oxan-4-yl)pyrazol-3-amine O1CCC(CC1)N1N=C(C=C1)N